O1COC2=C1C=CC(=C2)C(CC)=O 1-(1,3-benzodioxol-5-yl)propan-1-one